O=C1[C@H]2CN([C@@H](C1)C2)C2=NC=1N(C=C2)N=CC1C(=O)NC=1C(=NN(C1)C1CCNCC1)C(F)F 5-((1R,4R)-2-oxo-5-azabicyclo[2.2.1]heptan-5-yl)-N-(3-(difluoromethyl)-1-(piperidin-4-yl)-1H-pyrazol-4-yl)pyrazolo[1,5-a]pyrimidine-3-carboxamide